Cl.FC(C(C)(C)NN)(F)F (1,1,1-trifluoro-2-methylpropan-2-yl)hydrazine hydrochloride